C(C)(=O)[C@]1(CC[C@H]2[C@@H]3C[C@@H](C4=CC(CC[C@@]4([C@H]3CC[C@]12C)C)=O)C)O (6S,8R,9S,10R,13S,14S,17R)-17-acetyl-17-hydroxy-6,10,13-trimethyl-2,6,7,8,9,11,12,14,15,16-decahydro-1H-cyclopenta[a]phenanthren-3-one